5,6-dimethyl-3-(3-methylbenzyl)-N-(2-(pyrrolidin-1-yl)ethyl)pyrazin-2-amine CC=1N=C(C(=NC1C)NCCN1CCCC1)CC1=CC(=CC=C1)C